heptadecan-9-yl 2-methyl-6-oxo-10-(6-oxo-6-(undecyloxy) hexyl)-7-oxa-2,5,10-triazaoctadecan-18-oate CN(C)CCNC(OCCN(CCCCCCCC(=O)OC(CCCCCCCC)CCCCCCCC)CCCCCC(OCCCCCCCCCCC)=O)=O